N-[(1S,2S)-2-Hydroxycyclohexyl]-4-[4-(4-pyridyl)-benzyl]-pyrrolo[1,2-b]pyridazin-2-carboxamid O[C@@H]1[C@H](CCCC1)NC(=O)C=1C=C(C=2N(N1)C=CC2)CC2=CC=C(C=C2)C2=CC=NC=C2